5-bromo-1-((3,4-difluorobenzyl)oxy)-2,3-dihydro-1H-indene BrC=1C=C2CCC(C2=CC1)OCC1=CC(=C(C=C1)F)F